C(C1=CC=CO1)C1=C2NC=NC2=NC(=N1)N 6-furfuryl-amino-purine